N(=[N+]=[N-])C(CC(=O)O)C 3-AZIDOBUTANOIC ACID